2-((6-chloropyridazin-4-yl)amino)-1-fluoro-5,6,8,9,10,11-hexahydro-7H-pyrido[3',4':4,5]pyrrolo[2,3-f]isoquinolin-7-one ClC1=CC(=CN=N1)NC=1N=CC=2CCC3=C(C2C1F)NC1=C3C(NCC1)=O